tert-butyl (3-(trifluoromethyl)-1-((2-(trimethylsilyl)ethoxy)methyl)-1H-pyrrolo[2,3-b]pyridin-6-yl)carbamate FC(C1=CN(C2=NC(=CC=C21)NC(OC(C)(C)C)=O)COCC[Si](C)(C)C)(F)F